1,2,4-trisaminobenzene NC1=C(C=C(C=C1)N)N